C(C)(C)N(C(C)C)P(OCCOC)CP(OC(C)(C)C)(OC(C)(C)C)=O di-tert-butyl (((diisopropylamino)(2-methoxyethoxy)phosphaneyl)methyl)phosphonate